CS(=O)(=O)C1=NC=C2C(=N1)NNC2=O 6-(methylsulfonyl)-1,2-dihydro-3H-pyrazolo[3,4-d]pyrimidin-3-one